ClC1=C(C=CC=C1)CC(=O)NC1=CC(=C(C=C1)C=1C=NC=C(C1)F)S(N)(=O)=O 2-(2-chlorophenyl)-N-[4-(5-fluoropyridin-3-yl)-3-sulfamoylphenyl]acetamide